BrC1=CC=C2C=NC(=NC2=C1)NC=1C=CC2=C(CC[C@H](CC2)N2CCCC2)C1 (S)-7-bromo-N-(7-(pyrrolidin-1-yl)-6,7,8,9-tetrahydro-5H-benzo[7]annulen-2-yl)quinazolin-2-amine